perfluorophenyl 2-(1H-indol-5-yl)acetate N1C=CC2=CC(=CC=C12)CC(=O)OC1=C(C(=C(C(=C1F)F)F)F)F